COC([O-])=O.C(C1=CC=CC=C1)[N+](C)(C)C Benzyltri-methylammonium methylcarbonat